(5-(6-(1H-benzo[d]imidazol-2-yl)pyridinyl)hexahydropyrrolo[3,4-c]pyrrol-2(1H)-yl)(6-(Phenylamino)pyridin-2-yl)methanone N1C(=NC2=C1C=CC=C2)C2=CC=CC(=N2)N2CC1C(C2)CN(C1)C(=O)C1=NC(=CC=C1)NC1=CC=CC=C1